7-((tert-Butoxycarbonyl)amino)-5-azaspiro[2.4]heptane-5-carboxylic acid benzyl ester C(C1=CC=CC=C1)OC(=O)N1CC2(CC2)C(C1)NC(=O)OC(C)(C)C